(R)-2-((2R,5R)-2,5-diphenylphospholan-1-yl)-1-phenylethan-1-ol C1(=CC=CC=C1)[C@@H]1P([C@H](CC1)C1=CC=CC=C1)C[C@H](O)C1=CC=CC=C1